C(C)OC1=CC=CC=2N=C(SC21)N 7-ethoxy-1,3-benzothiazol-2-amine